3-[2-(1-{[3,5-bis(difluoromethyl)-1H-pyrazol-1-yl]acetyl}piperidin-4-yl)-1,3-thiazol-4-yl]-4,5-dihydro-1,2-oxazole-5-carboxylic acid FC(C1=NN(C(=C1)C(F)F)CC(=O)N1CCC(CC1)C=1SC=C(N1)C1=NOC(C1)C(=O)O)F